4-(3-(3-ethyl-4-hydroxyphenyl)-4,4-dimethyl-5-oxo-2-thioxoimidazolidin-1-yl)-2-(trifluoromethyl)benzonitrile C(C)C=1C=C(C=CC1O)N1C(N(C(C1(C)C)=O)C1=CC(=C(C#N)C=C1)C(F)(F)F)=S